ClC1=CC=C(C=C1)C1=C(C(=O)N)C=CC(=C1F)N(C(=O)NC1=CC=C(C=C1)Cl)CCN1CCOCC1 (4-chlorophenyl)-4-{3-(4-chlorophenyl)-1-[2-(4-morpholinyl)ethyl]ureido}-3-fluorobenzamide